5-(benzylthio)-2-methylbenzofuran-3-carboxylic acid C(C1=CC=CC=C1)SC=1C=CC2=C(C(=C(O2)C)C(=O)O)C1